NC1=CC=C(OC2CCC(CC2)NC(=O)NC2=CC(=C(C=C2)OC(F)(F)F)F)C=C1 1-((1r,4r)-4-(4-aminophenoxy)cyclohexyl)-3-(3-fluoro-4-(trifluoromethoxy)phenyl)urea